4-(4-amino-7-bromo-2-{2-chloro-4-[(2-fluoroacrylamino)]phenyl}-1-methylpyrrolo[3,2-c]pyridin-3-yl)-2-methoxy-N-(2,2,2-trifluoroethyl)benzamide NC1=NC=C(C2=C1C(=C(N2C)C2=C(C=C(C=C2)NC(=O)C(=C)F)Cl)C2=CC(=C(C(=O)NCC(F)(F)F)C=C2)OC)Br